FC(C=1C=CC=C2C=CNC12)(F)F 7-(trifluoromethyl)-1H-indole